CC1=NC(=CC(=C1)OC=1C=C(C=CC1)C1=CC[C@@H](CN1C(=O)OC(C)(C)C)C)C tert-butyl (3S)-6-[3-[(2,6-dimethyl-4-pyridyl)oxy]phenyl]-3-methyl-3,4-dihydro-2H-pyridine-1-carboxylate